2-(hydroxymethyl)-2,4-dimethyl-1,2,4,7-tetrahydro-3H-pyrrolo[3',2':5,6]Pyrido[3,4-b]Pyrazin-3-one OCC1(NC2=C(N(C1=O)C)C=NC1=C2C=CN1)C